NC1=C(C=C(C=N1)C=1C=C2N(N1)CCC21CN(CC1)C(=O)NC(C)(C)C1CC1)C(F)(F)F 2'-[6-amino-5-(trifluoromethyl)pyridin-3-yl]-N-(2-cyclopropylpropan-2-yl)-5',6'-dihydrospiro[pyrrolidine-3,4'-pyrrolo[1,2-b]pyrazole]-1-carboxamide